FC(CN1N=C(C(=C1)C1=NC(=CC=C1C(C)O)N1C=NC2=C1C=CC(=C2)NC=2N=NC(=CC2)C)C)F 1-[2-[1-(2,2-difluoroethyl)-3-methyl-pyrazol-4-yl]-6-[5-[(6-methylpyridazin-3-yl)amino]benzimidazol-1-yl]-3-pyridyl]ethanol